C(C)(=O)NC1=C(OC(C12CCN(CC2)C(=O)OC(C)(C)C)=O)C tert-butyl 4-acetamido-3-methyl-1-oxo-2-oxa-8-azaspiro[4.5]dec-3-ene-8-carboxylate